Tetrapropylammonium ethyl-carbonat C(C)OC([O-])=O.C(CC)[N+](CCC)(CCC)CCC